(S)-4-((4-(3-(2,4-Difluoro-3-hydroxy-5-(trifluoromethyl)phenyl)-1-methyl-1H-pyrazolo[3,4-d]pyrimidin-6-yl)morpholin-2-yl)methyl)benzamide FC1=C(C=C(C(=C1O)F)C(F)(F)F)C1=NN(C2=NC(=NC=C21)N2C[C@@H](OCC2)CC2=CC=C(C(=O)N)C=C2)C